IC1=C2N=CN(C2=NC=N1)C1OCCCC1 6-iodo-9-(tetrahydro-2H-pyran-2-yl)-9H-purine